2-(((4-(2-(cyclopropanecarboxamido)pyrazolo[1,5-a]pyridin-5-yl)-6-methylpyridin-3-yl)oxy)methyl)azetidine-1-carboxylate C1(CC1)C(=O)NC1=NN2C(C=C(C=C2)C2=C(C=NC(=C2)C)OCC2N(CC2)C(=O)[O-])=C1